FC(C1=NN(C=C1N1N=NC(=C1)C=1C=NN2C1N=C(C=C2)N2C[C@H](CCC2)O)C2CCC(CC2)CO)F (S)-1-(3-(1-(3-(difluoromethyl)-1-((1r,4r)-4-(methylol)cyclohexyl)-1H-pyrazol-4-yl)-1H-1,2,3-triazol-4-yl)pyrazolo[1,5-a]pyrimidin-5-yl)piperidin-3-ol